(RS)-N-[5-[4-(5-azaspiro[2.3]hexan-6-ylmethoxy)-2-methyl-pyrazol-3-yl]pyrazolo[1,5-a]pyridin-2-yl]cyclopropanecarboxamide C1CC12CN[C@H]2COC2=C(N(N=C2)C)C2=CC=1N(C=C2)N=C(C1)NC(=O)C1CC1 |r|